CN1N=CC2=CC=C(C(=C12)NS(=O)(=O)C=1C=NC(=CC1)C(CC(C(F)(F)F)=O)=O)C N-(1,6-dimethylindazol-7-yl)-6-(4,4,4-trifluoro-3-oxobutanoyl)pyridine-3-sulfonamide